ClC=1N=C2C(=CC(N(C2=CC1)C)=O)OS(=O)(=O)C(F)(F)F triflic acid (6-chloro-1-methyl-2-oxo-1,5-naphthyridin-4-yl) ester